4-(2,6-dimethyl-4-nitrophenoxy)thiophene-2-carboxylic acid methyl ester COC(=O)C=1SC=C(C1)OC1=C(C=C(C=C1C)[N+](=O)[O-])C